N1=C(N=C(C2=C1CCOC2)O)O 7,8-dihydro-5H-pyrano[4,3-d]pyrimidine-2,4-diol